5-(1-((2-aminoethyl)(ethyl)amino)ethyl)-2-bromobenzonitrile NCCN(C(C)C=1C=CC(=C(C#N)C1)Br)CC